CN1C=NC=C(C1=O)C(=O)N methyl-6-oxo-1,6-dihydropyrimidine-5-carboxamide